COC([C@H]([C@H](CC)C)N1C(CNCC1)=O)=O (2S,3S)-3-methyl-2-(2-oxopiperazin-1-yl)pentanoic acid methyl ester